C1(=CC=CC=C1)P(CCC[Si](OC)(OC)OC)C1=CC=CC=C1 3-diphenylphosphinopropyl-trimethoxysilane